beta-methyl-gamma-thionocaprylolactone CC1CC(=S)OC1CCCC